3-pyridylmethyl 4-[[[1-[(2,4-dimethoxyphenyl)methylamino]-5-isoquinolyl]amino]methyl]-1-[(1-methyl-2-oxo-4-pyridyl)oxymethyl]-2-azabicyclo[2.1.1]hexane-2-carboxylate COC1=C(C=CC(=C1)OC)CNC1=NC=CC2=C(C=CC=C12)NCC12CN(C(C1)(C2)COC2=CC(N(C=C2)C)=O)C(=O)OCC=2C=NC=CC2